2-(4-((9-bromo-1-methyl-6,7-dihydro-5H-benzo[c][1,2,3]triazolo[1,5-a]azepin-7-yl)amino)phenyl)-1,1,1,3,3,3-hexafluoropropan-2-ol BrC1=CC2=C(C=3N(CCC2NC2=CC=C(C=C2)C(C(F)(F)F)(C(F)(F)F)O)N=NC3C)C=C1